S1SCCC1 1,2-dithiacyclopentane